O=C1N(C(C=C1)=O)CCC(NCCOCCOCCOCCOCCOCCOCCOCCOCCOCCOCCOCCOCCOCCOCCOCCOCCOCCOCCOCCOCCC(=O)N[C@@H](C(C)C)C(=O)N[C@@H](CCCNC(N)=O)C(=O)O)=O N-[67-(2,5-Dioxo-2,5-dihydro-1H-pyrrol-1-yl)-65-oxo-4,7,10,13,16,19,22,25,28,31,34,37,40,43,46,49,52,55,58,61-icosaoxa-64-azaheptahexacontan-1-oyl]-L-valyl-N5-carbamoyl-L-ornithin